CC(C)COC(=O)C1=CC=C2C3=C4C(=CC=C3)C(=CC=C4C5=C2C1=CC=C5)C(=O)OCC(C)C diisobutyl perylenedicarboxylate